C1(CC1)CN1CCC(CC1)C1=C(N=C(S1)C1=NNC(=C1C(C)C)C=1C=C(C=2N(C1)N=CN2)OC)C(F)(F)F 5-(1-(cyclopropylmethyl)piperidin-4-yl)-2-(4-isopropyl-5-(8-methoxy-[1,2,4]triazolo[1,5-a]pyridin-6-yl)-1H-pyrazol-3-yl)-4-(trifluoromethyl)thiazole